(Z)-2-(2,6-Dioxopiperidin-3-yl)-5-(4-((1-(4-(1-(4-hydroxyphenyl)-2-phenylbut-1-en-1-yl)phenyl)piperidin-4-yl)methyl)piperazin-1-yl)isoindolin-1,3-dion O=C1NC(CCC1N1C(C2=CC=C(C=C2C1=O)N1CCN(CC1)CC1CCN(CC1)C1=CC=C(C=C1)/C(=C(\CC)/C1=CC=CC=C1)/C1=CC=C(C=C1)O)=O)=O